COC1(CC(CC1)C(C#N)C=O)OC (3,3-Dimethoxycyclopentyl)-3-oxopropanenitrile